CN1CCC(CC1)N1N=CC(=C1)C1=CC=CN1 5-(1-(1-methyl-piperidin-4-yl)-1H-pyrazol-4-yl)-1H-pyrrole